C(C)C1=CN=C2N1C=C(C=N2)C=2C=CN1N=C(N=CC12)NC1COC1 5-(3-ethylimidazo[1,2-a]pyrimidin-6-yl)-N-(oxetan-3-yl)pyrrolo[2,1-f][1,2,4]triazin-2-amine